1-[tris(methoxyethoxy)silyl]propylene COCCO[Si](C=CC)(OCCOC)OCCOC